ClC=1C=C2C(=NC=NC2=CC1C1=C(C=CC=C1)F)NC1CN(C1)C(=O)OC(C)(C)C tert-butyl 3-((6-chloro-7-(2-fluorophenyl)quinazolin-4-yl)amino)azetidine-1-carboxylate